C(C)(C)(C)N1C(C(CCC1=O)N1C(C2=CC(=C(C=C2C1)N1CCNCC1)F)=O)=O tert-butyl-3-(6-fluoro-1-oxo-5-(piperazin-1-yl)isoindolin-2-yl)piperidine-2,6-dione